N-(3-(2-((3-methoxy-1-methyl-1H-pyrazol-4-yl)amino)-5-methylpyrimidin-4-yl)-1H-indol-7-yl)-1'-methyl-[1,3'-bipyrrolidine]-2-carboxamide COC1=NN(C=C1NC1=NC=C(C(=N1)C1=CNC2=C(C=CC=C12)NC(=O)C1N(CCC1)C1CN(CC1)C)C)C